5-((5-amino-6-methylpyrazin-2-yl)ethynyl)-N-(3,3-difluoro-1-(4-methylpiperazin-1-yl)-2,3-dihydro-1H-inden-5-yl)-2-fluoro-4-methylbenzamide NC=1N=CC(=NC1C)C#CC=1C(=CC(=C(C(=O)NC=2C=C3C(CC(C3=CC2)N2CCN(CC2)C)(F)F)C1)F)C